CC1(C(CC1)[C@@H](C(=O)NC1=CC=C(C=C1)C=1C(=NNC1C)C)NC(=O)C=1N(N=CC1)C)C N-[(1S)-1-(2,2-dimethylcyclobutyl)-2-[4-(3,5-dimethyl-1H-pyrazol-4-yl)anilino]-2-oxo-ethyl]-2-methyl-pyrazole-3-carboxamide